CC1=CC=C(C=C1)S(=O)(=O)NC(NC1=C(C=CC=C1)O)=O 3-p-toluenesulfonyl-ureidophenol